C(C)(=O)NC1=C2C(N(C(C2=CC=C1)=O)[C@@H](CC(=O)OC)C1=CC(=C(C=C1)OC)OCC)=O methyl (S)-3-(4-acetamido-1,3-dioxoisoindolin-2-yl)-3-(3-ethoxy-4-methoxyphenyl)propionate